6-Fluoro-1-isopropyl-1H-benzo[d]imidazol-2(3H)-one FC=1C=CC2=C(N(C(N2)=O)C(C)C)C1